C1(CC1)C=1C=C(C(=NC1)C=1N(C2=C(N1)C=C1C(=C2)OC(O1)(F)F)C)S(=O)(=O)CC 6-[5-cyclopropyl-3-(ethylsulfonyl)-2-pyridinyl]-2,2-difluoro-5-methyl-5H-1,3-dioxolo[4,5-f]benzimidazole